BrC1=CC(=C(N)C(=C1)C1CCCCC1)C1CCCCC1 4-bromo-2,6-dicyclohexylaniline